1-[5-Fluoro-6-(4-methylpyrazol-1-yl)pyrimidin-4-yl]piperidine-4-carboxylic acid FC=1C(=NC=NC1N1N=CC(=C1)C)N1CCC(CC1)C(=O)O